tert-butyl 2-(3-bromo-2-chlorophenylcarbamoyl)-1-methyl-6,7-dihydro-1H-imidazo[4,5-c]pyridine-5(4H)-carboxylate BrC=1C(=C(C=CC1)NC(=O)C=1N(C2=C(CN(CC2)C(=O)OC(C)(C)C)N1)C)Cl